N-methylmesaconimide CN1C(C(C)=CC1=O)=O